[N+](=O)([O-])C=1C=C(C(=O)NNC(=O)NC=2C=C3C=NN(C3=CC2)C2OCCCC2)C=CC1 2-(3-nitrobenzoyl)-N-(1-(tetrahydro-2H-pyran-2-yl)-1H-indazol-5-yl)hydrazinecarboxamide